pentadecanediic acid C(CCCCCCCCCCCCCC(=O)O)(=O)O